2,4-dimethylphenol hydrochloride Cl.CC1=C(C=CC(=C1)C)O